N-((1r,4r)-4-hydroxycyclohexyl)-4-(1-methyl-1H-imidazol-5-yl)pyrimidine-2-carboxamide OC1CCC(CC1)NC(=O)C1=NC=CC(=N1)C1=CN=CN1C